CCCCCCCCCCCCCCCC(=O)O[C@H](COC(=O)CCCCCCC/C=C\\CCCCCCCC)COP(=O)(O)OCCN The molecule is a 1,2-diacyl-sn-glycero-3-phosphoethanolamine in which the 1- and 2-acyl groups are specified as oleoyl and palmitoyl respectively. It derives from an oleic acid and a hexadecanoic acid. It is a tautomer of a 1-oleoyl-2-palmitoyl-sn-glycero-3-phosphoethanolamine zwitterion.